2-fluoro-4-(2-(4-(4-methylpiperazine-1-carbonyl)phenyl)imidazo[2,1-b][1,3,4]thiadiazol-5-yl)benzonitrile FC1=C(C#N)C=CC(=C1)C1=CN=C2SC(=NN21)C2=CC=C(C=C2)C(=O)N2CCN(CC2)C